FC(OC1=CC=C(CC2=CC(OC3=C(C(=CC=C23)O)O)=O)C=C1)(F)F 4-(4'-trifluoromethoxybenzyl)-7,8-dihydroxycoumarin